methyl (2R)-2-((tert-butoxycarbonyl) amino)-4-(3-chlorophenyl)-5-oxohexanoate C(C)(C)(C)OC(=O)N[C@@H](C(=O)OC)CC(C(C)=O)C1=CC(=CC=C1)Cl